CN(S(=O)(=O)C)C1=C(C(=O)NC2=CC=C(C=C2)S(=O)(=O)N2CCN(CC2)C=2SC(=NN2)C(F)(F)F)C=CC=C1 2-(N-methylmethylsulfonamido)-N-(4-((4-(5-(trifluoromethyl)-1,3,4-thiadiazol-2-yl)piperazin-1-yl)sulfonyl)phenyl)benzamide